tert-butyl-2-(4-methylpiperazin-1-yl)quinazoline-6-carbaldehyde C(C)(C)(C)C1=NC(=NC2=CC=C(C=C12)C=O)N1CCN(CC1)C